C(C)[C@]1(C(OCC=2C(N3CC=4C(=NC=5C=C(C(=C6C5C4C(CC6)(COCCO)O)C)F)C3=CC21)=O)=O)O (9S)-9-Ethyl-5-fluoro-1,9-dihydroxy-1-((2-hydroxyethoxy)methyl)-4-methyl-1,2,3,9,12,15-hexahydro-10H,13H-benzo[de]pyrano[3',4':6,7]indolizino[1,2-b]quinoline-10,13-dione